20-methyl-19-oxo-3,6,9,12,15,18-hexaoxahenicos-20-enoic acid CC(C(OCCOCCOCCOCCOCCOCC(=O)O)=O)=C